ethylcarbostyril C(C)C=1C(NC2=CC=CC=C2C1)=O